CN(C(CCC)=O)C=1C=C2C=CN(C2=CC1)C N-methyl-N-(1-methylindol-5-yl)butanamide